(1-(2-((1s,4s)-4-(2-Chloro-5-methylphenoxy)cyclohexyl)ethyl)-1,4,5,6-tetrahydrocyclopenta[c]pyrazol-3-yl)(4-fluoro-4-(hydroxymethyl)piperidin-1-yl)methanon ClC1=C(OC2CCC(CC2)CCN2N=C(C3=C2CCC3)C(=O)N3CCC(CC3)(CO)F)C=C(C=C1)C